(2R,4aR,9aR)-7-((E)-2-(5-hydroxy-2,2-dimethylchroman-7-yl)vinyl)-5-methoxy-1,1,4a-trimethyl-2,3,4,4a,9,9a-hexahydro-1H-xanthen-2-ol OC1=C2CCC(OC2=CC(=C1)/C=C/C1=CC(=C2O[C@@]3(CC[C@H](C([C@H]3CC2=C1)(C)C)O)C)OC)(C)C